FC1=C2C=CN=C(C2=CC=C1OC)N(C(C1=NC=C(C=C1)C=1SC(=NN1)C)=O)[C@H]1CNCCC1 (R)-N-(5-fluoro-6-methoxyisoquinolin-1-yl)-5-(5-methyl-1,3,4-thiadiazol-2-yl)-N-(piperidin-3-yl)picolinamide